7-(4-((1H-Indazol-5-yl)ethynyl)-[2,4'-bipyrimidin]-2'-yl)-3-(trifluoromethyl)-5,6,7,8-tetrahydro-[1,2,4]triazolo[4,3-a]pyrazine N1N=CC2=CC(=CC=C12)C#CC1=NC(=NC=C1)C1=NC(=NC=C1)N1CC=2N(CC1)C(=NN2)C(F)(F)F